FC=1C=C(C=CC1F)O 3,4-difluorophenol